1,1-diethyl-3,3-dimethylguanidine C(C)N(C(=N)N(C)C)CC